2-amino-2'-iodobiphenyl NC1=C(C=CC=C1)C1=C(C=CC=C1)I